S(=O)(=O)(O)C(C(=O)OC(CC(C)C)C)CC(=O)OC(CC(C)C)C di(1,3-dimethyl butyl) sulfosuccinate